CNC=1N=CC(=C2C=C(N=CC12)NC(=O)C1CC1)C=1N=CSC1C N-(8-(methylamino)-5-(5-methylthiazol-4-yl)-2,7-naphthyridin-3-yl)cyclopropanecarboxamide